C(C)N1N=NC2=C1C=CC(=C2C)[C@@H](C(C(=O)OC)(C)C)C=2SC(=C(C2)CO)C (S)-Methyl 3-(1-ethyl-4-methyl-1H-benzo[d][1,2,3]triazol-5-yl)-3-(4-(hydroxymethyl)-5-methylthiophen-2-yl)-2,2-dimethylpropanoate